8-methyl-8-tricyclo[5.2.1.0<2,6>]decyl methacrylate C(C(=C)C)(=O)OC1(C2C3CCCC3C(C1)C2)C